C1=C(C=CC2=CC=CC=C12)N1C=CC=C1 1-(naphthalen-2-yl)-1H-pyrrole